ClC1=CC(=C(N=N1)C(=O)[O-])NC1=CC=C(C=C1)C1(COC1)O 6-chloro-4-((4-(3-Hydroxyoxetan-3-yl)phenyl)amino)pyridazine-3-carboxylate